ClC1=C2C(=NC=C1C(=O)O)N(N=C2)C2=CC(=CC(=C2)Cl)Cl 4-Chloro-1-(3,5-dichlorophenyl)-1H-pyrazolo[3,4-b]pyridine-5-carboxylic acid